(3-(2-(methoxymethoxy)phenyl)-6,7,8,9-tetrahydro-5H-pyrido[3',4':4,5]pyrrolo[2,3-c]pyridazin-5-yl)methanol COCOC1=C(C=CC=C1)C1=CC2=C(N=N1)NC1=C2C(NCC1)CO